C1(CCCC1)N1C(N(C=2C=NC(=CC21)NC2=C(C(=CC=C2)C)C)C)=O 1-cyclopentyl-6-((2,3-dimethylphenyl)amino)-3-methyl-1,3-dihydro-2H-imidazo[4,5-c]pyridin-2-one